Benzyl (1S)-1-(2-(2-(tert-butyldiphenylsilyloxy)ethyl)cyclopropyl)-3-methylbutylcarbamate [Si](C1=CC=CC=C1)(C1=CC=CC=C1)(C(C)(C)C)OCCC1C(C1)[C@H](CC(C)C)NC(OCC1=CC=CC=C1)=O